3-fluoro-4-(propan-2-yl)aniline, hydrochloride salt Cl.FC=1C=C(N)C=CC1C(C)C